tert-Butyl 3-(bromomethyl)benzoate BrCC=1C=C(C(=O)OC(C)(C)C)C=CC1